FC1=C(C=CC(=C1)F)C(=O)N1CCC(CC1)CCCCNC(=O)C=1C=CC=2N(C1)C=CN2 N-(4-{1-[(2,4-difluorophenyl)carbonyl]piperidin-4-yl}butyl)imidazo[1,2-a]pyridine-6-carboxamide